C(C)OC(/C(=C/C(S(=O)(=O)C1=CC=CC=C1)C1=CC=C(C=C1)F)/F)=O (Z)-4-(4-fluorophenyl)-2-fluoro-4-benzenesulfonyl-2-butenoic acid ethyl ester